N-(4-fluoro-5-(((2S,4R)-2-methyl-4-((5-methyl-5H-pyrrolo[2,3-b]pyrazin-2-yl)oxy)pyrrolidin-1-yl)methyl)thiazol-2-yl)acetamide FC=1N=C(SC1CN1[C@H](C[C@H](C1)OC=1N=C2C(=NC1)N(C=C2)C)C)NC(C)=O